4-Amino-1-[4-[4-(6-chloro-4-tetrahydropyran-4-ylsulfonyl-2-pyridyl)piperazin-1-yl]sulfonylphenyl]pyrrolidin-2-one NC1CC(N(C1)C1=CC=C(C=C1)S(=O)(=O)N1CCN(CC1)C1=NC(=CC(=C1)S(=O)(=O)C1CCOCC1)Cl)=O